CC=1OC2=C(C1)C(=CC=C2CO)C(F)(F)F (2-methyl-4-(trifluoromethyl)benzofuran-7-yl)methanol